difluorosulfimide lithium salt [Li].FS(=N)F